1-(2,3-epoxypropoxy)-4-(2-methoxyethyl)benzene C(C1CO1)OC1=CC=C(C=C1)CCOC